CN(C=1C=C(C=NC1)C1=NC=CC=C1C#N)C 5'-(dimethylamino)-[2,3'-bipyridine]-3-carbonitrile